CC1=CC(=C(C=N1)OC1CCC(CC1)O)C1=CC=2N(C=C1)N=C(C2)NC2=NC(=NC(=C2)C)N2CCOCC2 4-[[6-methyl-4-[2-[(6-methyl-2-morpholino-pyrimidin-4-yl)amino]pyrazolo[1,5-a]pyridin-5-yl]-3-pyridyl]oxy]cyclohexanol